5-Bromo-2-iodopyridine-3-amine BrC=1C=C(C(=NC1)I)N